2-VINYLPIPERIDINE C(=C)C1NCCCC1